perfluorocyclohexane ethyl-(2E)-2-(1,3-dimethyl-4-piperidylidene)acetate C(C)OC(/C=C\1/C(CN(CC1)C)C)=O.FC1(C(C(C(C(C1(F)F)(F)F)(F)F)(F)F)(F)F)F